C(C)(=O)C1=CC=C(C=C1)C=1C=2N(C=C(C1)C1=C(C#N)C=CC=C1)C=C(N2)C2=CC=C(C=C2)OCCOCCOCCOCCOCCO (8-(4-acetylphenyl)-2-(4-((14-hydroxy-3,6,9,12-tetraoxatetradecyl)oxy)phenyl)imidazo[1,2-a]pyridin-6-yl)benzonitrile